IC=1C(=NN2C1CCCCC2)C(=O)OCC ethyl 3-iodo-5,6,7,8-tetrahydro-4H-pyrazolo[1,5-a]azepine-2-carboxylate